ClC=1C(=C(C(=O)N2CC3=CC=CC(=C3C2)N(C(\C=C\CN(C)C)=O)C)C=CC1O)C (E)-N-(2-(3-Chloro-4-hydroxy-2-methylbenzoyl)isoindolin-4-yl)-4-(dimethylamino)-N-methylbut-2-enamide